C1(CCC1)OC1=CC(=NC=C1)C#N 4-cyclobutyloxypicolinonitrile